C(C)C1(NC(N(C(C1)=O)[C@@H]1CC(OC2=CC=C(C=C12)C(=O)N[C@H]1[C@H](COC2=CC=CC=C12)O)(C)C)=N)CC (R)-4-(4,4-diethyl-2-imino-6-oxotetrahydropyrimidin-1(2H)-yl)-N-((3R,4R)-3-hydroxychroman-4-yl)-2,2-dimethylchromane-6-carboxamide